N[C@H]1CCC[C@@H](NC1)CO ((2r,6s)-6-aminoazepan-2-yl)methanol